2-(((5Z,8Z,11Z,14Z,17Z)-icosa-5,8,11,14,17-pentaen-1-yl)oxy)butanoic acid choline salt OCC[N+](C)(C)C.C(CCC\C=C/C\C=C/C\C=C/C\C=C/C\C=C/CC)OC(C(=O)[O-])CC